rac-(2S,3R)-3-hydroxybut-2-yl 4-methylbenzenesulfonate CC1=CC=C(C=C1)S(=O)(=O)O[C@@H](C)[C@@H](C)O |r|